6-bromo-7-hydrazinyl-2-(methylsulfanyl)pyrido[2,3-d]pyrimidine BrC1=CC2=C(N=C(N=C2)SC)N=C1NN